N-{5-[(4-methoxybenzoyl)amino]-2-methylphenyl}-1-methyl-1H-imidazole-5-carboxamide COC1=CC=C(C(=O)NC=2C=CC(=C(C2)NC(=O)C2=CN=CN2C)C)C=C1